OC1=C(C=C(C(=C1)OC(C)=O)C)C(CN1N=CN=C1)=O 1-(2'-Hydroxy-4'-acetoxy-5'-methylphenyl)-2-(1H-1,2,4-triazolyl)ethanone